2-cyclopropyl-4,5-dimethyl-4,5-dihydro-2H-[1,2,3]triazolo[4,5-c][1,7]naphthyridin-6-amine C1(CC1)N1N=C2C(C(N(C3=C(N=CC=C23)N)C)C)=N1